5-nitro-3-[2-[4-(2-piperazin-1-ylethyl)piperazin-1-yl]-4-pyridinyl]-1H-indazole [N+](=O)([O-])C=1C=C2C(=NNC2=CC1)C1=CC(=NC=C1)N1CCN(CC1)CCN1CCNCC1